N,N,6,10-tetra(naphthalen-2-yl)-6,10-dihydro-6,10-diaza-16b-boraanthra[3,2,1-de]tetracen-8-amine C1=C(C=CC2=CC=CC=C12)N(C=1C=C2N(C=3C=C4C=CC=CC4=CC3B3C2=C(C1)N(C1=CC=2C=CC=CC2C=C13)C1=CC3=CC=CC=C3C=C1)C1=CC3=CC=CC=C3C=C1)C1=CC3=CC=CC=C3C=C1